N-(3-methoxybenzyl)-N-(4-morpholinobenzyl)-5-(2-(2-morpholinoethoxy)ethoxy)pyridin-2-amine COC=1C=C(CN(C2=NC=C(C=C2)OCCOCCN2CCOCC2)CC2=CC=C(C=C2)N2CCOCC2)C=CC1